3-[3-(4-isobutoxy-benzyl)-3H-imidazo[4,5-b]pyridin-2-yl]-propionamide C(C(C)C)OC1=CC=C(CN2C(=NC=3C2=NC=CC3)CCC(=O)N)C=C1